CCCC(=O)[O-] 3-propyl-carboxylate